2-(4-(((6-(cyclopropyl(4-(trifluoromethyl)benzyl)amino)-5-fluoropyrimidin-4-yl)amino)methyl)-4-(hydroxymethyl)piperidin-1-yl)acetamide C1(CC1)N(C1=C(C(=NC=N1)NCC1(CCN(CC1)CC(=O)N)CO)F)CC1=CC=C(C=C1)C(F)(F)F